BrCC1=C(C=C(C=C1)C1=NOC(C1)(C(F)(F)F)C1=CC(=CC(=C1)Cl)Cl)Br 3-(4-(bromomethyl)-3-bromophenyl)-5-(3,5-dichlorophenyl)-5-(trifluoromethyl)-4,5-dihydroisoxazole